C(C)(C)(C)C1=CC=C(C=C1)C=C(F)F 2-(4-t-butylphenyl)-1,1-difluoroethylene